BrC=1C=C(C=C(C1)Cl)NC(NC1=C(C(=O)NCCN)C=CC(=C1)Br)=O 2-[3-(3-bromo-5-chlorophenyl)ureido]-4-bromo-N-(2-amino-ethyl)benzamide